CC1C(OCCO1)=O methyl-dioxanone